(4R,5R)-3,3-dibutyl-7-(dimethylamino)-4-hydroxy-5-(4-hydroxyphenyl)-2,3,4,5-tetrahydrobenzo[b]thiepine 1,1-dioxide C(CCC)C1([C@@H]([C@@H](C2=C(S(C1)(=O)=O)C=CC(=C2)N(C)C)C2=CC=C(C=C2)O)O)CCCC